dec-9-yn-1-ol C(CCCCCCCC#C)O